(S)-N-[(4-chlorophenyl)methyl]-2-methyl-4-[6-(1-methylpyrazol-4-yl)pyrazolo[1,5-a]pyridin-3-yl]piperazine-1-carboxamide ClC1=CC=C(C=C1)CNC(=O)N1[C@H](CN(CC1)C=1C=NN2C1C=CC(=C2)C=2C=NN(C2)C)C